ClC=1C=C(C=C(C1)NS(=O)(=O)C)NC(=O)C=1SC(=C(C1)C1=NC=C(C=N1)C#N)C N-(3-chloro-5-(methylsulfonamido)phenyl)-4-(5-cyanopyrimidin-2-yl)-5-methylthiophene-2-carboxamide